N=1C=NN2C1C=CC(=C2)C=2NC1=CC=C(C=C1C2C(C)C)C2CCN(CC2)CC(=O)N(C)C 2-(4-(2-([1,2,4]triazolo[1,5-a]pyridin-6-yl)-3-isopropyl-1H-indol-5-yl)piperidin-1-yl)-N,N-dimethylacetamide